(4-amino-1,3-dihydrofuro[3,4-c]quinolin-8-yl)-[rac-(3S)-3-pyrimidin-2-ylmorpholin-4-yl]methanone NC1=NC=2C=CC(=CC2C2=C1COC2)C(=O)N2[C@H](COCC2)C2=NC=CC=N2 |r|